C(=O)(O)C=1C=C(C=CC1)C=1C=CC(=NC1)C(=O)O 5-(3-carboxy-phenyl)pyridine-2-carboxylic acid